oxetan-3-yl (R)-(5-(5-ethyl-1,2,4-oxadiazol-3-yl)-2,3-dihydro-1H-inden-1-yl)carbamate C(C)C1=NC(=NO1)C=1C=C2CC[C@H](C2=CC1)NC(OC1COC1)=O